(4-fluoro-3-methoxyphenyl)methyl N-{[2-(2,6-dioxopiperidin-3-yl)-3-oxo-2,3-dihydro-1H-isoindol-5-yl]methyl}carbamate O=C1NC(CCC1N1CC2=CC=C(C=C2C1=O)CNC(OCC1=CC(=C(C=C1)F)OC)=O)=O